O=S1(CCN(CC1)CC=1C=C(C(=O)NC2=CC=C(C=C2)C2=NNC(=N2)C2=CC=C(C=C2)OC)C=CC1)=O 3-[(1,1-Dioxo-1,4-thiazinan-4-yl)methyl]-N-[4-[5-(4-methoxyphenyl)-1H-1,2,4-triazol-3-yl]phenyl]benzamide